6-[3,5-dichloro-4-(2,2-difluoro-3-hydroxypropoxy)phenyl]-5-methyl-4,5-dihydro-2H-pyridazin-3-one ClC=1C=C(C=C(C1OCC(CO)(F)F)Cl)C=1C(CC(NN1)=O)C